2-[1-(4-bromobenzyl)-1H-indole-3-carboxamido]Benzoic acid BrC1=CC=C(CN2C=C(C3=CC=CC=C23)C(=O)NC2=C(C(=O)O)C=CC=C2)C=C1